2-cyclopropyl-4H-pyrrolo[2,3-d]thiazole-5-carboxylic acid ethyl ester C(C)OC(=O)C1=CC2=C(N=C(S2)C2CC2)N1